2-hydroxy-2-methyl-N-(5-{1-[4-(trifluoromethyl)phenyl]-1H-pyrazol-4-yl}-1H-indol-3-yl)propanamide OC(C(=O)NC1=CNC2=CC=C(C=C12)C=1C=NN(C1)C1=CC=C(C=C1)C(F)(F)F)(C)C